ClC1=CC=C(C=C1)C=1N=C2N(C=CC=C2)C1CN1CCN(CC1)C(=O)C1CCCC1 (4-{[2-(4-Chlorophenyl)imidazo[1,2-a]pyridin-3-yl]methyl}piperazin-1-yl)(cyclopentyl)methanone